N-(cis-3-fluorocyclobutyl)-2-methoxybenzamide F[C@H]1C[C@H](C1)NC(C1=C(C=CC=C1)OC)=O